FC1(CCN(CCC1)C1=C(C(=O)NC2=CC(=NC=C2)S(N)(=O)=O)C=C(C(=N1)C)C(F)(F)F)F 2-(4,4-difluoroazepan-1-yl)-6-methyl-N-(2-sulfamoylpyridin-4-yl)-5-(trifluoromethyl)nicotinamide